C(CCCC[C@@H]1SC[C@@H]2NC(=O)N[C@H]12)(=O)NC(C(=O)NN)CCCC biotinamidohexanehydrazide